3-(2-(6-(benzyloxy)-6-oxohexyl)-1,2-bis(tert-butoxycarbonyl)hydrazineyl)propane-1-sulfonic acid C(C1=CC=CC=C1)OC(CCCCCN(N(C(=O)OC(C)(C)C)CCCS(=O)(=O)O)C(=O)OC(C)(C)C)=O